tert-butyl 4-[3-chloro-6-(3-cyano-2-hydroxyphenyl)quinolin-4-yl]piperazine-1-carboxylate ClC=1C=NC2=CC=C(C=C2C1N1CCN(CC1)C(=O)OC(C)(C)C)C1=C(C(=CC=C1)C#N)O